Cl.C1(=C2N(C=N1)CCC2)C(C(NC=2SC=CN2)=O)N2N=C1C(=C(C=CC1=C2)C=2C=CC(=NC2)N2CCC(CC2)(O)CC(=O)O)F 2-[1-[5-[2-[1-(6,7-dihydro-5H-pyrrolo[1,2-c]imidazol-1-yl)-2-oxo-2-(thiazol-2-ylamino)ethyl]-7-fluoro-indazol-6-yl]-2-pyridyl]-4-hydroxy-4-piperidyl]acetic acid hydrochloride